FC1=CC=C(C=C1)N1CCC2=C1N=C(N=C2NC)NC21CC(C2)(C1)N1C=NC(=C1)C 7-(4-fluorophenyl)-N4-methyl-N2-[3-(4-methylimidazol-1-yl)-1-bicyclo[1.1.1]pentanyl]-5,6-dihydropyrrolo[2,3-d]pyrimidine-2,4-diamine